The molecule is a dibutyrin resulting from the condensation the secondary hydroxy group and one of the primary hydroxy groups of glycerol with butyric acid. It has a role as a Mycoplasma genitalium metabolite. It is a primary alcohol and a dibutyrin. CCCC(=O)OCC(CO)OC(=O)CCC